C(C)(C)(C)OC(=O)N1CC(C2(CC1)COC1=C2C=CC(=C1CO)C(=O)O)(F)F 1'-(tert-butoxycarbonyl)-3',3'-difluoro-7-(hydroxymethyl)-2H-spiro[benzofuran-3,4'-piperidine]-6-carboxylic acid